3-(3-aminobenzyl)-5-methyl-7-(phenylsulfonyl)-3,5,6,7,8,9-hexahydro-4H-pyrido[4',3':4,5]pyrrolo[2,3-d]pyridazin-4-one NC=1C=C(CN2N=CC3=C(C2=O)N(C2=C3CCN(C2)S(=O)(=O)C2=CC=CC=C2)C)C=CC1